N-[3-(trimethoxysilyl)propyl]-1,2-ethane-diamine CO[Si](CCCNCCN)(OC)OC